chloro-7-(2,2,2-trifluoroethyl)quinazoline ClC1=NC2=CC(=CC=C2C=N1)CC(F)(F)F